C(C)C(CC=1NC2=C(N1)C=CC=C2)CCC 2-(2-ethylpentyl)benzimidazole